C(C(=C)C)(=O)OC(C=C)C1=CC=CC=C1 1-phenylallyl methacrylate